2-methylbenzindene lithium salt [Li].CC=1CC2=C3C(=CC=C2C1)C=CC=C3